2-(3-amino-1H-pyrazol-1-yl)-N,N-dimethylbenzamide NC1=NN(C=C1)C1=C(C(=O)N(C)C)C=CC=C1